C12C(C(C(C=C1)C2)C(=O)[O-])C(=O)[O-] bicyclo-[2.2.1]-5-heptene-2,3-dicarboxylate